2-chloro-N,N-dimethyl-4-((1r,3s)-3-((1-((R or S)-3,3,3-trifluoro-2-hydroxy-2-phenylpropanoyl)piperidin-4-yl)methyl)cyclobutoxy)benzamide ClC1=C(C(=O)N(C)C)C=CC(=C1)OC1CC(C1)CC1CCN(CC1)C([C@@](C(F)(F)F)(C1=CC=CC=C1)O)=O |o1:25|